sodium (S)-3-(4-(3-methoxyphenyl)thiophen-2-yl)-3-(3-(1-methyl-4-oxido-2-oxo-1,2-dihydro pyridin-3-yl)ureido)propanoate COC=1C=C(C=CC1)C=1C=C(SC1)[C@H](CC(=O)[O-])NC(=O)NC=1C(N(C=CC1[O-])C)=O.[Na+].[Na+]